tert-butyl (3R)-3-hydroxy-3-methylpyrrolidine-1-carboxylate O[C@]1(CN(CC1)C(=O)OC(C)(C)C)C